N[C@H]1C(CC(O1)=O)CCC (5R)-5-amino-4-propyldihydrofuran-2(3H)-one